(4S,7R)-4-(3-hydroxyphenyl)-7-(2-methoxyphenyl)-2-methyl-5-oxo-1,4,5,6,7,8-hexahydroquinoline-3-carboxylic acid cyclohexyl ester C1(CCCCC1)OC(=O)C1=C(NC=2C[C@H](CC(C2[C@@H]1C1=CC(=CC=C1)O)=O)C1=C(C=CC=C1)OC)C